C1(=CC=C(C=C1)C=1C=NC(=NC1)N)C 5-p-tolylpyrimidin-2-amine